ClC=1C(=NC(=NC1)NC=1C=C(C(=CC1)N(C)CCN(C)C)N)C1=CNC2=C(C=CC=C12)F N4-(5-chloro-4-(7-fluoro-1H-indol-3-yl)pyrimidin-2-yl)-N1-(2-(dimethylamino)ethyl)-N1-methylbenzene-1,2,4-triamine